ClC1=NC=CC(=C1)C#CC=1C=C(N(C1C)C=1C=NC(=CC1)C)C(=O)N 4-[2-(2-chloro-4-pyridinyl)ethynyl]-5-methyl-1-(6-methyl-3-pyridinyl)pyrrole-2-carboxamide